O.O.[Cu](Cl)Cl Copper chloride di-hydrate